1-(7-methyl-3-morpholinoisoquinolin-5-yl)ethan-1-amine CC1=CC(=C2C=C(N=CC2=C1)N1CCOCC1)C(C)N